NC([C@H](C[C@H]1C(NCC1)=O)NC(=O)[C@H]1N(CC2(C1)CCCC2)C(=O)C=2NC1=CC=CC(=C1C2)OC)=O (S)-N-((S)-1-amino-1-oxo-3-((S)-2-oxopyrrolidin-3-yl)propan-2-yl)-2-(4-methoxy-1H-indole-2-carbonyl)-2-azaspiro[4.4]nonane-3-carboxamide